S(=O)(=O)([O-])[O-].C(C)N1C=[N+](C=C1)C.C(C)N1C=[N+](C=C1)C 1-Ethyl-3-methylimidazolium Sulfat